COC=1C=C(C=C(C1)OC)[C@@H]1CCC=2C(=NNC2C1)C1=C(C=CC=C1)[N+](=O)[O-] (R)-6-(3,5-dimethoxyphenyl)-3-(2-nitrophenyl)-4,5,6,7-tetrahydro-1H-indazole